CC=1N=C(C2=C(N1)OC=C2C(=O)NC(C)C2=NC=NC=C2)NC2(CC2)C methyl-4-[(1-methylcyclopropyl)amino]-N-[1-(pyrimidin-4-yl)ethyl]furo[2,3-d]pyrimidine-5-carboxamide